N-(2-(4-benzylpiperidin-1-yl)ethyl)-5-chloro-1H-indol-2-carboxamide C(C1=CC=CC=C1)C1CCN(CC1)CCNC(=O)C=1NC2=CC=C(C=C2C1)Cl